2-(3-(6-((4,4-dimethylpiperidin-3-yl)amino)pyridin-2-yl)-7-methoxyimidazo[1,2-a]pyridin-6-yl)propan-2-ol CC1(C(CNCC1)NC1=CC=CC(=N1)C1=CN=C2N1C=C(C(=C2)OC)C(C)(C)O)C